C(C)OC(=O)C1=NNC=2CCC(CC12)C(F)(F)F 5-(trifluoromethyl)-4,5,6,7-tetrahydro-1H-indazole-3-carboxylic acid ethyl ester